C(CCC)N(CC(C)O)CCO 1-(butyl(2-hydroxyethyl)amino)propan-2-ol